COC(=O)C=1N=NN(C1OC1=CC=C(C=C1)C1=CC=C(C=C1)C1CCC(CC1)(F)F)CC1=CC=C(C=C1)OC 5-((4'-(4,4-difluorocyclohexyl)-[1,1'-biphenyl]-4-yl)oxy)-1-(4-methoxybenzyl)-1H-1,2,3-triazole-4-carboxylic acid methyl ester